methyl 5-((2-amino-3-fluoropyridin-4-yl)methyl)-3,4-difluoro-2-((2-fluoro-4-iodophenyl) amino)benzoate NC1=NC=CC(=C1F)CC=1C(=C(C(=C(C(=O)OC)C1)NC1=C(C=C(C=C1)I)F)F)F